N-(3-morpholinopropyl)oxamide O1CCN(CC1)CCCNC(=O)C(=O)N